2-{[4-(5-amino-nicotinoyl)-1-benzhydryl-2-piperazinyl]methyl}-1,3-isoindolinedione NC=1C=NC=C(C(=O)N2CC(N(CC2)C(C2=CC=CC=C2)C2=CC=CC=C2)CN2C(C3=CC=CC=C3C2=O)=O)C1